cyclooctynemethanol C1(C#CCCCCC1)CO